3-amino-6-(2,6-dimethylpyridin-4-yl)-5-(4-fluorophenyl)-N-((3-methoxypyridin-2-yl)methyl)pyrazine-2-carboxamide NC=1C(=NC(=C(N1)C1=CC=C(C=C1)F)C1=CC(=NC(=C1)C)C)C(=O)NCC1=NC=CC=C1OC